ethyl-3-(4-hydroxy-3,5-dimethoxyphenyl)acrylate C(C)OC(C=CC1=CC(=C(C(=C1)OC)O)OC)=O